C(#C[2H])C1=CC2=CC=C(C=C2C=C1)OC 2-(ethynyl-d)-6-methoxynaphthalene